COC1=CC(=CC(=C1O)O)C(=O)CC2=C(C(=CC=C2)O)C(=O)O The molecule is a monohydroxybenzoic acid that is benzoic acid substituted by a hydroxy group at position 2 and a 2-(3,4-dihydroxy-5-methoxyphenyl)-2-oxoethyl group at position 6. It has been isolated from the roots of Scorzonera judaica. It has a role as a plant metabolite. It is an aromatic ketone, a member of catechols, a monohydroxybenzoic acid and a member of guaiacols.